3-chloro-1,6-dimethylpyridin-2(1H)-one ClC=1C(N(C(=CC1)C)C)=O